C(#N)C1=C(C=C(C=C1)N(C(=O)C=1N=CC=2N(C1)C(=CN2)C2=CC=C(C=C2)NC(OC)=O)C)OC methyl N-[4-[6-[(4-cyano-3-methoxy-phenyl)-methyl-carbamoyl]imidazo[1,2-a]pyrazin-3-yl]phenyl]carbamate